6,7-dichloro-4-(2-isopropyl-4-methylpyridin-3-yl)-1,4-dihydropyrido[2,3-b]pyrazine-2,3-dione ClC=1C(=CC2=C(N(C(C(N2)=O)=O)C=2C(=NC=CC2C)C(C)C)N1)Cl